5-((1E,3E)-4-(6-(tert-butyl-dimethylsilyloxy)benz[d]thiazole-2-yl)buta-1,3-dienyl)pyridine-2-amine [Si](C)(C)(C(C)(C)C)OC1=CC2=C(N=C(S2)/C=C/C=C/C=2C=CC(=NC2)N)C=C1